octyl-triethanolamine C(CCCCCCC)C(N(CCO)CCO)CO